CC(C)(C1=CC(=C(C=C1)OCC(=O)OCC)C1=CC=CC=C1)C1=CC(=CC=C1)C(C)(C)C1=CC(=C(C=C1)OCC(=O)OCC)C1=CC=CC=C1 1,3-bis[1-methyl-1-(4-(ethoxycarbonylmethoxy)-3-phenylphenyl)ethyl]benzene